(3-ethoxy-4-pyridyl)-5-isopropyl-7-methyl-N-[(1-methylpyrazol-4-yl)methyl]imidazo[1,5-b]pyridazin-4-amine C(C)OC=1C=NC=CC1C=1C=C(C=2N(N1)C(=NC2C(C)C)C)NCC=2C=NN(C2)C